NCCCN(CCCN)CCC N,N-bis(3-aminopropyl)propylamine